CN1C(=CC=2C(=NC(=CC21)C2=CC=C(C=C2)C2CCN(CC2)CCCO)C)C2=CC=C(C=C2)S(=O)(=O)C 3-(4-(4-(1,4-dimethyl-2-(4-(methylsulfonyl)phenyl)-1H-pyrrolo[3,2-c]pyridin-6-yl)phenyl)piperidin-1-yl)propan-1-ol